ClC=1C=CC(=C(C1)C1=CC(=C(N=N1)C1N(C(CC1)=O)C)NC1=CC(=NC=C1)NC(CCN1CCN(CC1)C)=O)F N-(4-{[6-(5-chloro-2-fluorophenyl)-3-(1-methyl-5-oxopyrrolidin-2-yl)pyridazin-4-yl]amino}pyridin-2-yl)-3-(4-methylpiperazin-1-yl)propanamide